[NH4+].N[C@@H](CC1=CC=C(C=C1)O)C(=O)[O-] tyrosine ammonium salt